1-[4-Amino-2-(ethoxymethyl)-7-(pyridin-3-yl)-1H-imidazo[4,5-c]-chinolin-1-yl]-2-methylpropan-2-ol NC1=NC=2C=C(C=CC2C2=C1N=C(N2CC(C)(O)C)COCC)C=2C=NC=CC2